(4-((1s,4s)-4-(N-methylacetamido)cyclohexane-1-carboxamido)phenyl)arsonous acid CN(C(C)=O)C1CCC(CC1)C(=O)NC1=CC=C(C=C1)[As](O)O